OC1(CC2(C1)CN(CC2)C(=O)OC(C)(C)C)C tert-butyl 2-hydroxy-2-methyl-6-azaspiro[3.4]octane-6-carboxylate